NCC=1C(=NC=CC1)N(CC1=CC=C(C=C1)OCC(C)C)CC1=CC=C(C=C1)F (aminomethyl)-N-[(4-fluorophenyl)methyl]-N-[[4-(2-methylpropyloxy)phenyl]methyl]pyridin-2-amine